The molecule is a sesquiterpenoid consisting of octahydro-1H-cyclopenta[1,3]cyclopropa[1,2]benzen-3-ol carrying two additional methyl substituents at positions 3 and 7 as well as an isopropyl substituent at position 4 (the 3S,3aS,3bS,4R,7S,7aS diastereomer). It is a sesquiterpenoid, a tertiary alcohol and a carbotricyclic compound. C[C@H]1CC[C@@H]([C@@H]2[C@@]13[C@H]2[C@@](CC3)(C)O)C(C)C